2-(4-Carboxyphenyl)-5,5-bis(ethoxycarbonyl)-2-phenyl-azelaic acid C(=O)(O)C1=CC=C(C=C1)C(C(=O)O)(CCC(CCCC(=O)O)(C(=O)OCC)C(=O)OCC)C1=CC=CC=C1